ClC1=CC=C(C=C1)C1=N[C@H](C=2N(C3=C1C(=C(S3)C)C)C(=NN2)C)CC(=O)NC2CC3(C2)CC(C3)NC3=NC=CC=C3C=3C=C2CC(NC2=CC3)=O (S)-2-(4-(4-chlorophenyl)-2,3,9-trimethyl-6H-thieno[3,2-f][1,2,4]triazolo[4,3-a][1,4]diazepin-6-yl)-N-(6-((3-(2-oxoindolin-5-yl)pyridin-2-yl)amino)spiro[3.3]heptan-2-yl)acetamide